tri-(2-ethyl-3,3-di-methyl-butyl)-aluminum C(C)C(C[Al](CC(C(C)(C)C)CC)CC(C(C)(C)C)CC)C(C)(C)C